C(C1=CC=CC=C1)OC1=CC2=C(C(=NO2)C=2C(=C(C=C(C2)CC)S(=O)(=O)N)OC)C=C1OC (6-benzyloxy-5-methoxy-1,2-benzoxazol-3-yl)-5-ethyl-2-methoxy-benzenesulfonamide